ClC1=CC=C(C=N1)N1N=C(C(=C1)C1=CN=C(N1C)C(=O)N)C(F)(F)F 5-[1-(6-Chloro-3-pyridyl)-3-(trifluoromethyl)pyrazol-4-yl]-1-methyl-imidazole-2-carboxamide